C(C\C=C/CCCCCCCC\C=C/CCCC)CC(=O)O.ClC1=C(C=C2C(=C(NC2=C1)C1=CN=CC(=N1)C(=O)N)C)F 6-(6-chloro-5-fluoro-3-methyl-1H-indol-2-yl)pyrazine-2-carboxamide (Z,Z)-3,13-Octadecadienyl-acetate